6,7-dichloro-5-(3-fluoro-2-pyridinyl)-1,3-dihydro-1,4-benzodiazepine-2-Thione ClC1=C(C=CC2=C1C(=NCC(N2)=S)C2=NC=CC=C2F)Cl